C(C1=CC=CC=C1)C12CCC(CC1)(N2C(=O)OC(C)(C)C)[C@@H](O)C2=CC(=CC=C2)F tert-butyl 1-benzyl-4-((S)-(3-fluorophenyl)-(hydroxy)methyl)-7-azabicyclo[2.2.1]heptane-7-carboxylate